C(C)OC=1C=C2C(=CNC2=CC1)CCNC1=NC=CC(=N1)NC=1C=C2C=C(NC2=CC1)C N2-[2-(5-ethoxy-1H-indol-3-yl)ethyl]-N4-(2-methyl-1H-indol-5-yl)pyrimidine-2,4-diamine